ClC=1C(=C(C(=O)OC)C=C(C1)C(C)(C)C1=CC=C(C=C1)OCC1=NC(=NC=C1)SC)OCCCl methyl 3-chloro-2-(2-chloroethoxy)-5-(2-(4-((2-(methylthio)pyrimidin-4-yl)methoxy)phenyl)propan-2-yl)benzoate